ClC1=C(C=C(C(=C1)OC1CC1)[N+](=O)[O-])C 1-chloro-5-cyclopropyloxy-2-methyl-4-nitrobenzene